1-(2-hydroxy-3-isopropyl-4,6-dimethoxyphenyl)-3-(4-methoxyphenyl)propane OC1=C(C(=CC(=C1C(C)C)OC)OC)CCCC1=CC=C(C=C1)OC